C1(=C(C(=CC=C1)C)C)NC1=CC=C(C=C1)N xylyl-p-phenylenediamine